3-(3-iodo-4-methoxyphenyl)-4,5,6-trimethoxy-2,3-dihydro-1H-inden-1-one IC=1C=C(C=CC1OC)C1CC(C2=CC(=C(C(=C12)OC)OC)OC)=O